phenyl-undecenediol C1(=CC=CC=C1)C(=C(O)O)CCCCCCCCC